C1(CCCC1)OC1=C(C#N)C=CC=N1 2-(cyclopentyloxy)nicotinonitrile